N[C@H]1CC=CC[C@@H]1C1=C(C=2N=C(N=C(C2S1)NCC=1SC=CC1)Cl)C 6-((1s,6s)-6-aminocyclohex-3-en-1-yl)-2-chloro-7-methyl-N-(thiophen-2-ylmethyl)thieno[3,2-d]pyrimidin-4-amine